3-amino-6-(1-cyclobutylpiperidin-4-yl)-4-(7-fluoro-1H-indazol-4-yl)-1H-1,7-phenanthrolin-2-one NC=1C(NC2=C3C=CC=NC3=C(C=C2C1C1=C2C=NNC2=C(C=C1)F)C1CCN(CC1)C1CCC1)=O